S-(6-Methylquinoxaline-2,3-diyl) dithiocarbonate C1(SC2=NC3=CC=C(C=C3N=C2O1)C)=S